1-methyl-4-(5-oxooctahydropentalen-2-yl)-1H-imidazole-5-carboxamide CN1C=NC(=C1C(=O)N)C1CC2CC(CC2C1)=O